O=C1NC(CCC1N1C(C2=CC=C(C=C2C1=O)N1CCN(CC1)CCCCN1[C@H](CN(CC1)C1=NC=NC(=C1)C1=NNC2=CC=C(C=C12)OC(C)C)C)=O)=O 2-(2,6-dioxopiperidin-3-yl)-5-(4-{4-[(2S)-2-methyl-4-{6-[5-(propan-2-yloxy)-1H-indazol-3-yl]pyrimidin-4-yl}piperazin-1-yl]butyl}piperazin-1-yl)-2,3-dihydro-1H-isoindole-1,3-dione